1,1,1,3,3,5,5,5-octafluoro-2-(trifluoromethyl)-2-pentanol FC(C(C(CC(F)(F)F)(F)F)(O)C(F)(F)F)(F)F